C(C=C)(=O)N1C[C@@H]2COC3=C(C(N2CC1)=O)C(=NC(=C3Cl)C3=C(C=CC=C3O)F)N3C[C@H]1N(CC3)C(CC1)=O (6aR)-8-Acryloyl-4-chloro-3-(2-fluoro-6-hydroxyphenyl)-1-((S)-6-oxohexahydropyrrolo[1,2-a]pyrazin-2(1H)-yl)-6,6a,7,8,9,10-hexahydro-12H-pyrazino[2,1-c]pyrido[3,4-f][1,4]oxazepin-12-one